1-methylcyclobutene CC1=CCC1